BrC1=CC=C(C=C1)C(C)=O 1-(4-bromophenyl)ethane-1-one